1-(3-(4-(indolin-5-ylamino)-7-methoxyquinazolin-6-yl)azetidin-1-yl)prop-2-en-1-one N1CCC2=CC(=CC=C12)NC1=NC=NC2=CC(=C(C=C12)C1CN(C1)C(C=C)=O)OC